COC1=CC=C(CN(C2=C(N=CS2)C(\C=C(\CC)/O)=O)CC2=CC=C(C=C2)OC)C=C1 (Z)-1-(5-(bis(4-methoxybenzyl)amino)thiazol-4-yl)-3-hydroxypent-2-en-1-one